5-(3-((3s,4r)-4-(3,4-difluorophenyl)-1-(2-methoxyethyl)pyrrolidin-3-yl)ureido)-1-phenyl-3-(trifluoromethyl)-1H-pyrazole-4-carboxamide FC=1C=C(C=CC1F)[C@H]1[C@@H](CN(C1)CCOC)NC(NC1=C(C(=NN1C1=CC=CC=C1)C(F)(F)F)C(=O)N)=O